FC1=C(CCN2CCC(CC2)N(C(=O)C=2OC=CC2)C2=NC(=CC=C2)C)C=CC=C1 N-(1-(2-fluorophenethyl)piperidin-4-yl)-N-(6-methylpyridin-2-yl)furan-2-carboxamide